perfluorooctanoic amide FC(C(=O)N)(C(C(C(C(C(C(F)(F)F)(F)F)(F)F)(F)F)(F)F)(F)F)F